5-amino-8-(2,6-dimethyl-4-pyridinyl)-2-[2-(4-hydroxyphenyl)ethyl]-7-phenyl-[1,2,4]triazolo[4,3-c]pyrimidin-3-one NC1=NC(=C(C=2N1C(N(N2)CCC2=CC=C(C=C2)O)=O)C2=CC(=NC(=C2)C)C)C2=CC=CC=C2